(2-(4-fluorophenyl)-4-(1-methyl-1H-1,2,3-triazol-4-yl)pyrimidin-5-yl)methanamine TFA salt OC(=O)C(F)(F)F.FC1=CC=C(C=C1)C1=NC=C(C(=N1)C=1N=NN(C1)C)CN